6-chloro-1-methyl-2-(4-methylsulfonylphenyl)-4-vinyl-pyrrolo[3,2-c]pyridine ClC1=CC2=C(C(=N1)C=C)C=C(N2C)C2=CC=C(C=C2)S(=O)(=O)C